CC1=C(C(NC(=C1)C)=O)CNC(C1=C(C(=CC(=C1)C=1C=C2CCC(C2=CC1)N1CCOCC1)N(CC)C1CC(OC(C1)C)C)C)=O N-((4,6-dimethyl-2-oxo-1,2-dihydropyridin-3-yl)methyl)-3-((2,6-dimethyltetrahydro-2H-pyran-4-yl)(ethyl)amino)-2-methyl-5-(1-morpholino-2,3-dihydro-1H-inden-5-yl)benzamide